5,7-octadienal C(CCCC=CC=C)=O